C1(=CC=CC2=CC=CC=C12)[C@@H](C)NC(=O)C=1C=C(C=CC1)N1CCN(CC1)CCC(=O)OCC1=CC=CC=C1 Benzyl 3-[4-[3-[[(1R)-1-(1-naphthyl)ethyl]carbamoyl]phenyl]piperazin-1-yl]propanoate